FC=1C=C(C(=O)NC2=C(C(=C(C(=C2)F)F)C(=O)C=2C=C3N=C(C=NC3=CC2)N2CCOCC2)F)C=CC1 3-fluoro-N-(2,4,5-trifluoro-3-(3-morpholinoquinoxaline-6-carbonyl)phenyl)benzamide